N-Boccyclopropylamine C(=O)(OC(C)(C)C)NC1CC1